N-[(6S)-2,4-Dimethyl-5-oxo-7,8-dihydro-6H-pyrazolo[1,5-a][1,3]diazepin-6-yl]spiro[5,6-dihydro-[1,2,4]triazolo[5,1-c][1,4]oxazin-8,1'-cyclopentan]-2-carboxamid CC1=NN2C(N(C([C@H](CC2)NC(=O)C2=NN3C(=N2)C2(CCCC2)OCC3)=O)C)=C1